11-[[[(3S)-1-(6-bromo-3-pyridyl)-3-piperidyl]amino]methyl]-6,7-difluoro-2-methyl-4-oxa-1-azatricyclo[7.3.1.05,13]trideca-5(13),6,8,11-tetraen-10-one BrC1=CC=C(C=N1)N1C[C@H](CCC1)NCC=1C(C2=CC(=C(C=3OCC(N(C1)C32)C)F)F)=O